C(C)C1=C(C(=NC(=N1)N)N)C1=CC(=CC=C1)S(=O)(=O)C 6-ethyl-5-(3-(methylsulfonyl)phenyl)pyrimidine-2,4-diamine